C(C)(=O)N1CCN(CC1)C1=C(C=C(C=C1)NC1=NC=C2C(=N1)N(N(C2=O)CC=C)C2=CC=CC(=N2)S(=O)(=O)N)C 6-(6-((4-(4-acetylpiperazin-1-yl)-3-methylphenyl)amino)-2-allyl-3-oxo-2,3-dihydro-1H-pyrazolo[3,4-d]pyrimidin-1-yl)pyridin-2-sulfonamide